CC1=C(C=CC=C1C)N1CCN(CC1)C=1C=C(C(=O)OC(C)(C)C)C=CC1 tertbutyl 3-(4-(2,3-dimethyl-phenyl)piperazin-1-yl)benzoate